C(C=C)(=O)N1C[C@@H](N(CC1)C1=NC(N2C3=C(C(=C(C=C13)C(F)(F)F)C1=C(C=C(C(=C1)Cl)F)F)SC[C@H]2COCOC)=O)C (3R)-7-((S)-4-acryloyl-2-methylpiperazin-1-yl)-10-(5-chloro-2,4-difluorophenyl)-3-((methoxymethoxy)methyl)-9-(trifluoromethyl)-2H-[1,4]thiazino[2,3,4-ij]quinazolin-5(3H)-one